FC1=NC=CC(=C1)OC1=CC=CC2=CC=CC=C12 2-fluoro-4-(naphthalen-1-yloxy)pyridine